ClC1=CC(=C2C(=N1)CCS2)Cl 5,7-dichloro-2,3-dihydrothieno[3,2-b]pyridine